C(C)(C)N1C[C@H](N([C@H](C1)C)C1=CC=C(C=C1)C=1C=C2C(=NC1)C=C(N2C)C2=CC=C(C=C2)S(=O)(=O)C)C 6-(4-((2r,6s)-4-isopropyl-2,6-dimethylpiperazin-1-yl)phenyl)-1-methyl-2-(4-(methylsulfonyl)phenyl)-1H-pyrrolo[3,2-b]pyridine